The molecule is an organic anion obtained by selective deprotonation of the 2-hydroxy group of norsolorinic acid. It is a conjugate base of a norsolorinic acid. It is a conjugate acid of a norsolorinate(2-). CCCCCC(=O)C1=C(C=C2C(=C1[O-])C(=O)C3=C(C2=O)C=C(C=C3O)O)O